C(CCC)[C@H]1N(S(C2=C(N(C1)C1=CC=CC=C1)C=C(C(=C2)C=2C=C(C(=O)O)C=CC2C(C(C)(C)C)O)F)(=O)=O)C 3-((R)-3-butyl-7-fluoro-2-methyl-1,1-dioxido-5-phenyl-2,3,4,5-tetrahydrobenzo[f][1,2,5]thiadiazepin-8-yl)-4-(1-hydroxy-2,2-dimethylpropyl)benzoic acid